FC1=C(CN2C(N(N=C2)C2=C(N=C(S2)OC2=CC(=NC=C2)OC)C)=O)C(=CC=C1)F 4-(2,6-Difluorobenzyl)-2-(2-((2-methoxypyridin-4-yl)oxy)-4-methylthiazol-5-yl)-2,4-dihydro-3H-1,2,4-triazol-3-one